(E)-(2-(5-Amino-2-(4-methoxy-2-methylphenethyl)benzo[f][1,7]naphthyridin-8-yl)vinyl)phosphonic acid NC1=NC2=C(C=3C=C(C=NC13)CCC1=C(C=C(C=C1)OC)C)C=CC(=C2)/C=C/P(O)(O)=O